methyl 3-(aminomethyl)-5-(methoxymethyl)-4,5-dihydroisoxazole-5-carboxylate hydrochloride Cl.NCC1=NOC(C1)(C(=O)OC)COC